methylxanthine CC1=NC=2NC(NC(C2N1)=O)=O